tert-Butyl (S)-3-methyl-4-oxo-2-oxa-8-azaspiro[4.5]decane-8-carboxylate C[C@@H]1OCC2(C1=O)CCN(CC2)C(=O)OC(C)(C)C